1-(2,3-Dihydrobenzofuran-5-yl)-3-(isoindolin-2-yl)propan-1-one O1CCC2=C1C=CC(=C2)C(CCN2CC1=CC=CC=C1C2)=O